C(#N)C1=CC=C(C(=O)OC)C=C1.[C] carbon methyl p-cyanobenzoate